((2R,3S,4R,5S)-3-(7-(((1R,2S)-2-(3,4-difluorophenyl)cyclopropyl)amino)-5-(propylthio)-3H-[1,2,3]triazolo[4,5-d]pyrimidin-3-yl)-4-fluorotetrahydrofuran-2,5-diyl)dimethanol FC=1C=C(C=CC1F)[C@H]1[C@@H](C1)NC=1C2=C(N=C(N1)SCCC)N(N=N2)[C@H]2[C@@H](O[C@H]([C@@H]2F)CO)CO